5-chloro-4-(5-(cyclopropylmethyl)-1-methyl-1H-pyrazol-4-yl)pyrimidin-2-amine ClC=1C(=NC(=NC1)N)C=1C=NN(C1CC1CC1)C